2-(3,4-dimethoxyphenyl)-3-ethyl-1H-indole-1-carboxylic acid tert-butyl ester C(C)(C)(C)OC(=O)N1C(=C(C2=CC=CC=C12)CC)C1=CC(=C(C=C1)OC)OC